3-methyl-3-pentene-1,5-sultone CC=1CCS(=O)(=O)OCC1